(3R,5R)-1-(7-(8-ethyl-7-fluoro-3-hydroxynaphthalen-1-yl)-8-fluoro-2-(((2R,7aS)-2-fluorohexahydro-1H-pyrrolizin-7a-yl)methoxy)pyrido[4,3-d]pyrimidin-4-yl)-5-methylpiperidin-3-ol C(C)C=1C(=CC=C2C=C(C=C(C12)C1=C(C=2N=C(N=C(C2C=N1)N1C[C@@H](C[C@H](C1)C)O)OC[C@]12CCCN2C[C@@H](C1)F)F)O)F